CCCCCCCCCCCCCCCCCCCCCCCCCCCCCCCCCCCCC (6Z,9Z,28Z,31Z)-heptatriacontane